1-(methyl-d3)-3-((3-(trifluoromethyl)phenyl)amino)-1H-indole-2-carboxamide C(N1C(=C(C2=CC=CC=C12)NC1=CC(=CC=C1)C(F)(F)F)C(=O)N)([2H])([2H])[2H]